(S)-4-methyl-3-(methylsulfonyl)-N-((2-(3-(pyridin-3-yl)piperidin-1-yl)-1,6-naphthyridin-7-yl)methyl)benzamide CC1=C(C=C(C(=O)NCC2=NC=C3C=CC(=NC3=C2)N2C[C@@H](CCC2)C=2C=NC=CC2)C=C1)S(=O)(=O)C